CN(C1=C2C=CC=C(C2=CC=C1)S(=O)(=O)N1[C@@H]([C@H](CCC1)O)C(=O)O)C (2S,3S)-1-(5-(dimethylamino)naphthalene-1-ylsulfonyl)-3-hydroxypiperidine-2-carboxylic acid